3-(2-methoxyethyl)5-[(2E)-3-(pyridin-4-yl)-2-propen-1-yl]2,6-dimethyl-4-(2-nitrophenyl)-1,4-dihydropyridine-3,5-dicarboxylic acid COCCC1(C(NC(C(C1C1=C(C=CC=C1)[N+](=O)[O-])(C(=O)O)C\C=C\C1=CC=NC=C1)C)C)C(=O)O